C[C@@H]1COC2=C(CN1C(=O)C1(CCC1)C)C=CC(=C2)C(=O)OC Methyl (R)-3-methyl-4-(1-methylcyclobutane-1-carbonyl)-2,3,4,5-tetrahydrobenzo[f][1,4]oxazepine-8-carboxylate